C1(CC1)C(O)C1=CC=C(C=C1)F cyclopropyl-(4-fluorophenyl)methanol